C1=NC=CC2=CC(=CC=C12)[C@@H]1N(C[C@H](CC1)C)C(C(=O)NC1=C(C(=NC=C1)OC)C(=O)N)=O [[2-[(2R,5S)-2-(6-isoquinolyl)-5-methyl-1-piperidyl]-2-oxo-acetyl]amino]-2-methoxy-pyridine-3-carboxamide